S-(+)-2-amino-1-phenylethanol C1=CC=C(C=C1)C(CN)O